2-cyclopropanesulfonamidobenzoic acid C1(CC1)S(=O)(=O)NC1=C(C(=O)O)C=CC=C1